C1N(CC2=CC=CC=C12)C(=O)NC1=CC=C(C=C1)C1CCC(CC1)NS(=O)(=O)NC(OC(C)(C)C)=O tert-butyl (N-(4-(4-(isoindoline-2-carboxamido)phenyl) cyclohexyl)sulfamoyl)carbamate